The molecule is a trisaccharide that is beta-D-glucopyranose in which the hydroxy groups at positions 2 and 3 have been glycosylated by beta-D-glucopyranosyl and beta-D-galactopyranosyl groups, respectively. It derives from a beta-D-Galp-(1->3)-beta-D-Glcp. C([C@@H]1[C@H]([C@@H]([C@H]([C@@H](O1)O)O[C@H]2[C@@H]([C@H]([C@@H]([C@H](O2)CO)O)O)O)O[C@H]3[C@@H]([C@H]([C@H]([C@H](O3)CO)O)O)O)O)O